N-(4-((4-ethylpiperazin-1-yl)methyl)-3-(trifluoromethyl)phenyl)-4-methyl-3-((6-(methylamino)pyrimidin-4-yl)oxy)benzamide C(C)N1CCN(CC1)CC1=C(C=C(C=C1)NC(C1=CC(=C(C=C1)C)OC1=NC=NC(=C1)NC)=O)C(F)(F)F